L-tellurocystine C([C@@H](C(=O)O)N)[Te][Te]C[C@@H](C(=O)O)N